(S)-N'-((1,2,3,5,6,7-hexahydrodicyclopenta[b,e]pyridin-8-yl)carbamoyl)-4-(2-hydroxyethyl)-2-(2-hydroxypropan-2-yl)thiazole-5-sulfonimidamide C1CCC2=NC3=C(C(=C21)NC(=O)N=[S@@](=O)(N)C2=C(N=C(S2)C(C)(C)O)CCO)CCC3